5-(3-Fluorophenyl)-1,3,3,5,7-pentamethyloctahydrobenzo[c]isoxazol FC=1C=C(C=CC1)C1(CC2C(N(OC2(C)C)C)C(C1)C)C